6-(1-((5-(hydrazinocarbonyl)pyridin-2-yl)methyl)-1H-1,2,3-triazol-4-yl)-3,4-dihydroisoquinoline-2(1H)-carboxylic acid tert-butyl ester C(C)(C)(C)OC(=O)N1CC2=CC=C(C=C2CC1)C=1N=NN(C1)CC1=NC=C(C=C1)C(=O)NN